Cl.N[C@H]1C[C@@H](CC1)OC1=CC=C(C=C1C1=C(C(=CC=C1)F)C1CCC1)N1N=C(C=C1NS(=O)(=O)C)C N-[1-(6-{[(1R,3R)-3-aminocyclopentyl]oxy}-2'-cyclobutyl-3'-fluoro[1,1'-biphenyl]-3-yl)-3-methyl-1H-pyrazol-5-yl]methanesulfonamide hydrochloride